C(CCC)OC(=O)N1C[C@H](OCCC1)C(N[C@H](C(=O)N)CC1=CC2=C(C3=C(CO2)C=C2C(CCC2=C3)=O)C=C1F)=O (S)-2-(((S)-1-amino-3-(2-fluoro-8-oxo-6,8,9,10-tetrahydroindeno[5,6-c]benzopyran-3-yl)-1-oxopropan-2-yl)carbamoyl)-1,4-oxazepan-4-carboxylic acid butyl ester